N1-(3-chloro-2-fluorobenzyl)-N1-(2-(methylsulfanyl)ethyl)ethane-1,2-diamine hydrochloride Cl.ClC=1C(=C(CN(CCN)CCSC)C=CC1)F